(S)-tert-butyl 2-((4-(6-((2S,6R)-2,6-dimethylmorpholino)pyridin-2-yl)thiazol-2-yl)carbamoyl)azetidine-1-carboxylate C[C@@H]1O[C@@H](CN(C1)C1=CC=CC(=N1)C=1N=C(SC1)NC(=O)[C@H]1N(CC1)C(=O)OC(C)(C)C)C